C(C)(SC1=CC(=C(C=C1)C=1N(C(N(C(C1C)=O)COCC[Si](C)(C)C)=O)C)C)=O S-[4-(3,5-dimethyl-2,6-dioxo-1-{[2-(trimethylsilyl)ethoxy]methyl}-1,2,3,6-tetrahydropyrimidin-4-yl)-3-methylphenyl] ethanethioate